C(C)C1=NOC(=N1)N1C2CC(CC1CC2)N2CCC1(CNC(O1)=O)CC2 8-(8-(3-ethyl-1,2,4-oxadiazol-5-yl)-8-azabicyclo[3.2.1]oct-3-yl)-1-oxa-3,8-diazaspiro[4.5]decan-2-one